N-(4-{[7-{[3-(Diethylamino)propyl]oxy}-6-(methyloxy)chinolin-4-yl]oxy}-3-fluorophenyl)-N'-(4-fluorophenyl)cyclobutan-1,1-dicarboxamid C(C)N(CCCOC1=C(C=C2C(=CC=NC2=C1)OC1=C(C=C(C=C1)NC(=O)C1(CCC1)C(=O)NC1=CC=C(C=C1)F)F)OC)CC